COC(=O)C1C2C3C4C=CC(C3C(C1)C2)C4 8-methoxycarbonyltetracyclo[4.4.0.12,5.17,10]-dodec-3-ene